Erucyloleat C(CCCCCCCCCCC\C=C/CCCCCCCC)OC(CCCCCCC\C=C/CCCCCCCC)=O